C(C)(C)(C)OC(=O)N1CC2(C1)CN(CC2)C2=NC(=NC(=C2[N+](=O)[O-])CC2(CCCC1=CC=CC=C21)C(=O)OC)Cl 6-(2-chloro-6-((1-(methoxycarbonyl)-1,2,3,4-tetrahydronaphthalen-1-yl)methyl)-5-nitropyrimidin-4-yl)-2,6-diazaspiro[3.4]octane-2-carboxylic acid tert-butyl ester